6-(4,4,5,5-tetramethyl-1,3,2-dioxaborolan-2-yl)-N-(3-(trifluoromethyl)phenyl)-1-naphthalenecarboxamide CC1(OB(OC1(C)C)C=1C=C2C=CC=C(C2=CC1)C(=O)NC1=CC(=CC=C1)C(F)(F)F)C